BrC1=CC(=C(C=C1OC)C=1O/C(/CN1)=C/I)I (5E)-2-(4-bromo-2-iodo-5-methoxy-phenyl)-5-(iodomethylene)-4H-oxazole